C(C)(C)N1C[C@H](CCC1)N1C(NC2=C1C=C(C(=C2)C=2C=C(C=1N(C2)N=CN1)C)C)=O (S)-1-(1-isopropylpiperidin-3-yl)-6-methyl-5-(8-methyl-[1,2,4]triazolo[1,5-a]pyridin-6-yl)-1,3-dihydro-2H-benzo[d]imidazol-2-one